3-[5-[2,5-dimethyl-3-[[(3S)-3-methylpiperazin-1-yl]methyl]anilino]-1,3,4-oxadiazol-2-yl]cyclobutanol dihydrochloride Cl.Cl.CC1=C(NC2=NN=C(O2)C2CC(C2)O)C=C(C=C1CN1C[C@@H](NCC1)C)C